FC=1C(=NC(=NC1)NC1CC(CCC1)C(=O)OC)C1=CC(=CC=C1)N1C(COCC1)=O methyl 3-((5-fluoro-4-(3-(3-oxomorpholino)phenyl)pyrimidin-2-yl)amino)cyclohexane-1-carboxylate